5-[4-amino-5-(trifluoromethyl)pyrrolo-[2,1-f][1,2,4]triazin-7-yl]-3-fluoro-N-[(3R,4S)-4-fluoro-1-[4,4,4-trifluoro-3-(trifluoromethyl)butanoyl]pyrrolidin-3-yl]-2-methylbenzamide NC1=NC=NN2C1=C(C=C2C=2C=C(C(=C(C(=O)N[C@@H]1CN(C[C@@H]1F)C(CC(C(F)(F)F)C(F)(F)F)=O)C2)C)F)C(F)(F)F